alpha-D-ribose 1-methylphosphonate 5-phosphate CP(=O)(O)O[C@@H]1[C@@H]([C@@H]([C@H](O1)COP(=O)(O)O)O)O